arsopropionic acid [As](=O)(=O)C(C(=O)O)C